COC(=O)[C@H]1NC(CC1)C1=CC=C(C=C1)Cl (2S)-5-(4-chlorophenyl)pyrrolidine-2-carboxylic acid methyl ester